ClC1=CC(=C(C=C1)C1=NC(=NC2=C1N=C(N(C2=O)C)C)[C@@H]2C[C@@H](OCC2)C2=CC(=NC=C2)C)F 8-(4-chloro-2-fluorophenyl)-2,3-dimethyl-6-((2R,4S)-2-(2-methylpyridin-4-yl)tetrahydro-2H-pyran-4-yl)pyrimido[5,4-d]pyrimidin-4(3H)-one